C(CCCCCCCCCCCCCCCCCCCCC)(=O)NC(CCNCCO)NC(CCCCCCCCCCCCCCCCCCCCC)=O dibehenamidopropyl-hydroxyethylamine